[NH+]12CN3CN(CN(C1)C3)C2 3,5,7-triaza-1-azoniatricyclo-[3.3.1.13,7]-decan